pentasodium hydrochloride Cl.[Na].[Na].[Na].[Na].[Na]